2-[1-(difluoromethyl)propoxy]-5-(4,4,5,5-tetramethyl-1,3,2-dioxaborolan-2-yl)pyridine FC(C(CC)OC1=NC=C(C=C1)B1OC(C(O1)(C)C)(C)C)F